6-((s)-2,6-dioxopiperidin-3-yl)-3,4-dihydroisoquinolin O=C1NC(CC[C@H]1C=1C=C2CCN=CC2=CC1)=O